4-(6-(4,4-difluoropiperidine-1-carbonyl)-3H-imidazo[4,5-b]pyridin-3-yl)benzonitrile FC1(CCN(CC1)C(=O)C=1C=C2C(=NC1)N(C=N2)C2=CC=C(C#N)C=C2)F